FC(C1=NN=C(O1)C=1C(=NC(=NC1)NC1=CC=C(C(=O)N(C)C)C=C1)N[C@H](CO)C1=CC=CC=C1)F 4-[[5-[5-(difluoromethyl)-1,3,4-oxadiazol-2-yl]-4-[[(1S)-2-hydroxy-1-phenyl-ethyl]amino]pyrimidin-2-yl]amino]-N,N-dimethyl-benzamide